1-[2-[(4-Chlorophenyl)phenylmethoxy]ethyl]piperidine ClC1=CC=C(C=C1)C(OCCN1CCCCC1)C1=CC=CC=C1